C1=CC=CC=2C3=CC=CC=C3C(C12)COC(NCC1=C(C=CC=C1)C1=CC(=CC=C1)C=O)=O N-[[2-(3-formylphenyl)phenyl]methyl]carbamic acid 9H-fluoren-9-ylmethyl ester